NC=1C=C(C=C(C1)C(F)(F)F)[C@@H](C)NC1=NC(=NC2=CC3=C(C=C12)O[C@@H](COCCO3)CC)C (R)-N-((R)-1-(3-amino-5-(trifluoromethyl)phenyl)ethyl)-7-ethyl-2-methyl-7,8,10,11-tetrahydro-[1,4,7]trioxonino[2,3-g]quinazolin-4-amine